FC1=CC=C(C[C@@]2([C@](CCC2)(O)CN2N=CN=C2)C)C=C1 (1S,2R,5R)-2-(4-fluorobenzyl)-2-methyl-1-(1H-1,2,4-triazol-1-ylmethyl)cyclopentan-1-ol